(S)-3-(((5-ethyl-[1,1'-biphenyl]-3-yl)methyl)amino)-4-oxo-4,6,7,8-tetrahydropyrrolo[1,2-a]pyrazine-6-carboxylic acid C(C)C=1C=C(C=C(C1)C1=CC=CC=C1)CNC1=NC=C2N(C1=O)[C@@H](CC2)C(=O)O